C(C(=O)O)(=O)O.NC1=CC=CC=C1 aniline oxalate